OC=1C(=NC(=NC1O)C)C(=O)NC1=CC=C(C=C1)CCO 5,6-dihydroxy-N-(4-(2-hydroxyethyl)phenyl)-2-methylpyrimidine-4-carboxamide